CC(CC(=O)N1CCC(CC1)OC1=C(C=C(C=C1)NC=1C2=C(N=CN1)C=NC(=C2)N2CCN(CC2)C(=O)OC(C)(C)C)C)(C)C Tert-butyl 4-(4-((4-((1-(3,3-dimethylbutanoyl)piperidin-4-yl)oxy)-3-methylphenyl)amino)pyrido[3,4-d]pyrimidin-6-yl)piperazine-1-carboxylate